NC([C@H](C[C@H]1C(NCC1)=O)NC([C@H](CC(C)C)NC(=O)C=1NC2=CC=CC=C2C1)=O)=O N-((S)-1-(((S)-1-amino-1-oxo-3-((S)-2-oxopyrrolidin-3-yl)propan-2-yl)amino)-4-methyl-1-oxopentan-2-yl)-1H-indole-2-carboxamide